S(=O)(=O)(C)C=1C=C(C(OC)=CC1)NCC#CC=1C=C(C2=C(N(C=N2)CC(F)(F)F)C1)C(=O)N1CCOCC1 {6-[3-(4-mesyl-2-anisidino)-1-propynyl]-1-(2,2,2-trifluoroethyl)-1H-1,3-benzimidazol-4-yl}morpholinomethanone